CC1=CC=CC=2C3=C(C=NC12)C(C(=C3C3=CC=CC=C3)C(F)(F)F)=O 6-methyl-1-phenyl-2-(trifluoromethyl)-3H-cyclopenta[c]quinolin-3-one